BrC=1C=C(C(=NC1)C1=NC=2N(C=C1)N=C(N2)C(F)(F)F)SCC 5-(5-bromo-3-(ethylsulfanyl)pyridin-2-yl)-2-(trifluoromethyl)-[1,2,4]triazolo[1,5-a]pyrimidine